C(C1=CC=CC=C1)N1C2=C(SCC1=O)C=CC(=C2)NC(=O)NC2=CNC1=CC=C(C=C21)C=2C=NN(C2)CC2CC2 1-(4-benzyl-3-oxo-3,4-dihydro-2H-benzo[b][1,4]thiazin-6-yl)-3-(5-(1-(cyclopropylmethyl)-1H-pyrazol-4-yl)-1H-indol-3-yl)urea